6-Chloro-N-(4-cyano-2-(ethylamino)phenyl)pyridazine-4-carboxamide ClC1=CC(=CN=N1)C(=O)NC1=C(C=C(C=C1)C#N)NCC